7-(1-(5-amino-2-methylpyridin-3-yl)-1H-pyrazol-4-yl)-N,N-bis(4-methoxybenzyl)imidazo[2,1-f][1,2,4]triazin-4-amine NC=1C=C(C(=NC1)C)N1N=CC(=C1)C1=CN=C2C(=NC=NN21)N(CC2=CC=C(C=C2)OC)CC2=CC=C(C=C2)OC